The molecule is a 1-[3-(dimethylamino)propyl]-1-(4-fluorophenyl)-1,3-dihydro-2-benzofuran-5-carbonitrile hydrobromide resulting from the reaction of equimolar amounts of (R)-citalopram and hydrogen bromide. It is an enantiomer of an escitalopram hydrobromide. CN(C)CCC[C@]1(C2=C(CO1)C=C(C=C2)C#N)C3=CC=C(C=C3)F.Br